C1(=CC=CC=C1)C(C1=CC=CC=C1)NC(C(CCCC(N)NC(C(CCCCN)N)=O)(N)NC(C(CCCCN)N)=O)=O 2,6-bis-(2,6-diamino-hexanamido)-2,6-diamino-hexanoic acid (diphenylmethyl)-amide